3-Amino-4-(7-fluoro-1H-indazol-4-yl)-6,7-dimethyl-1H-quinolin-2-one NC=1C(NC2=CC(=C(C=C2C1C1=C2C=NNC2=C(C=C1)F)C)C)=O